2-methyl-1-(2-piperazinyl)-2-propylamine CC(CC1NCCNC1)(C)N